BrC1=C(C=C(C=C1)NC(=O)[C@@H](C(C)(C)O)NC(OC(C)(C)C)=O)C tert-Butyl N-[(1R)-1-[(4-bromo-3-methyl-phenyl)carbamoyl]-2-hydroxy-2-methyl-propyl]carbamate